2-(3-chloro-5-(trifluoromethyl)pyridin-2-yl)ethylamine ClC=1C(=NC=C(C1)C(F)(F)F)CCN